CSCC[C@@H](C(NC=1SC=C(N1)C1=CC=CC=C1)=O)NC(OC(C)(C)C)=O (S)-tert-butyl (4-(methylthio)-1-oxo-1-((4-phenylthiazol-2-yl)amino)butan-2-yl)carbamate